The molecule is a glycophytoceramide having a 4-O-(4-tert-butylbenzyl)-alpha-D-galactosyl residue at the O-1 position and a hexacosanoyl group attached to the nitrogen. One of a series of an extensive set of 4"-O-alkylated alpha-GalCer analogues evaluated (PMID:30556652) as invariant natural killer T-cell (iNKT) antigens. It derives from an alpha-D-galactose. CCCCCCCCCCCCCCCCCCCCCCCCCC(=O)N[C@@H](CO[C@@H]1[C@@H]([C@H]([C@H]([C@H](O1)CO)OCC2=CC=C(C=C2)C(C)(C)C)O)O)[C@@H]([C@@H](CCCCCCCCCCCCCC)O)O